C1(=CC=C(C=C1)C1NC2=CC=CC=C2C(N1)=O)C1=CC=CC=C1 2-(Biphenyl-4-yl)-2,3-dihydroquinazolin-4(1H)-one